Triethylene glycol bis(3-ethyl-3-oxetylmethyl) ether C(C)C1(COC1)COCCOCCOCCOCC1(COC1)CC